(2,2-Diethoxyethyl)-7-fluoro-1H-indole-2-carboxylic acid ethyl ester C(C)OC(=O)C=1N(C2=C(C=CC=C2C1)F)CC(OCC)OCC